tert-butyl N-[6-[4-[2-[1-(2,6-dioxo-3-piperidyl)-3-methyl-2-oxo-benzimidazol-5-yl]ethynyl]piperidine-1-carbonyl]tetrahydropyran-3-yl]carbamate O=C1NC(CCC1N1C(N(C2=C1C=CC(=C2)C#CC2CCN(CC2)C(=O)C2CCC(CO2)NC(OC(C)(C)C)=O)C)=O)=O